(1R,2S,5S)-N-((S)-1-cyano-2-(2,4-dioxoimidazolidin-1-yl)ethyl)-3-((S)-3,3-dimethyl-2-(2,2,2-trifluoroacetylamino)butanoyl)-6,6-dimethyl-3-azabicyclo[3.1.0]hexane-2-carboxamide C(#N)[C@H](CN1C(NC(C1)=O)=O)NC(=O)[C@@H]1[C@H]2C([C@H]2CN1C([C@H](C(C)(C)C)NC(C(F)(F)F)=O)=O)(C)C